(2-chlorophenyl)(3-(((3-fluoropyridin-2-yl)methyl)amino)-1,1-dioxido-4H-benzo[e][1,2,4]thiadiazin-5-yl)methanone ClC1=C(C=CC=C1)C(=O)C1=CC=CC2=C1NC(=NS2(=O)=O)NCC2=NC=CC=C2F